ClC1(CC1)C(CC1=C(C=CC=C1)Cl)(CNN)O 2-(1-chlorocyclopropyl)-1-(2-chlorophenyl)-3-hydrazinopropan-2-ol